2-[(3-Hydroxyphenyl)amino]-4-[4-Methyl-2-(Methylamino)-1,3-Thiazol-5-Yl]pyrimidine-5-Carbonitrile OC=1C=C(C=CC1)NC1=NC=C(C(=N1)C1=C(N=C(S1)NC)C)C#N